6-(4-(anthracene-2-yl)phenyl)-1,3,5-triazine-2,4-diamine C1=C(C=CC2=CC3=CC=CC=C3C=C12)C1=CC=C(C=C1)C1=NC(=NC(=N1)N)N